4-(benzo[d][1,3]dioxol-5-yloxy)-6-chloroquinazoline O1COC2=C1C=CC(=C2)OC2=NC=NC1=CC=C(C=C21)Cl